The molecule is an alkaloid isolated from Stylissa massa. It has a role as an EC 2.5.1.59 (protein geranylgeranyltransferase type I) inhibitor, an animal metabolite and a marine metabolite. It is a member of guanidines, an alkaloid, a pyrrolecarboxamide and an organobromine compound. It is a conjugate base of a massadine(2+). C1=C(NC(=C1Br)Br)C(=O)NC[C@@H]2[C@H]([C@@H]([C@@]34[C@H]2[C@]5([C@H](N=C(N5)N)O[C@@H]3N=C(N4)N)O)O)CNC(=O)C6=CC(=C(N6)Br)Br